5-fluoro-4-(5-fluoropyrimidin-2-yl)pyridin-2-amine FC=1C(=CC(=NC1)N)C1=NC=C(C=N1)F